4-cyclopropyl-1-(2-trimethylsilylethoxymethyl)-6H-pyrrolo[2,3-c]pyridin-7-one C1(CC1)C=1C2=C(C(NC1)=O)N(C=C2)COCC[Si](C)(C)C